C(=O)O.N=1C=CN2N=CC=C(C21)C#N imidazo[1,2-b]pyridazine-8-carbonitrile formate